4-(1-methylpiperidin-4-yl)-N-(6-(phenylamino)-1H-pyrazolo[3,4-b]pyridin-3-yl)benzamide CN1CCC(CC1)C1=CC=C(C(=O)NC2=NNC3=NC(=CC=C32)NC3=CC=CC=C3)C=C1